2-fluoro-N-(4-methylpiperidin-4-yl)-6-(2H-1,2,3-triazol-2-yl)benzamide tert-butyl-((4-(trifluoromethoxy)phenyl)sulfonyl)-D-alloisoleucinate C(C)(C)(C)N([C@H]([C@@H](C)CC)C(=O)O)S(=O)(=O)C1=CC=C(C=C1)OC(F)(F)F.FC1=C(C(=O)NC2(CCNCC2)C)C(=CC=C1)N1N=CC=N1